1,3-dibenzyl-2-oxaimidazopyridine-4,5-dicarboxylic acid C(C1=CC=CC=C1)N1ON(C2C1=CC=C(N2C(=O)O)C(=O)O)CC2=CC=CC=C2